5-chloro-3,3-dimethyl-2-methyleneindolin ClC=1C=C2C(C(NC2=CC1)=C)(C)C